(2R,4R)-methyl 2-methylpiperidine-4-carboxylate hydrochloride Cl.C[C@H]1NCC[C@H](C1)C(=O)OC